2-[(8-[4-[(dimethylamino)methyl]-3,5-dimethoxyphenyl]-6-methyl-5-oxo-2,6-naphthyridin-3-yl)(methyl)amino]-N-(5-[[2-(2,6-dioxopiperidin-3-yl)-1,3-dioxoisoindol-4-yl]oxy]pentyl)acetamide CN(C)CC1=C(C=C(C=C1OC)C1=CN(C(C=2C=C(N=CC12)N(CC(=O)NCCCCCOC1=C2C(N(C(C2=CC=C1)=O)C1C(NC(CC1)=O)=O)=O)C)=O)C)OC